(E)-1-(dec-1-en-7-yn-1-yl)-4-methoxybenzene C(=C\CCCCC#CCC)/C1=CC=C(C=C1)OC